N1=C(C=CC2=CC=CC=C12)CCN1C=NC2=CC=CC=C2C1=O 3-(2-(quinolin-2-yl)ethyl)quinazolin-4(3H)-one